CN1N=CC(=C1)C1=CC(=C2C=NC=NC2=C1)C1=NC=C(N=C1)N1CCNCC1 7-(1-Methyl-1H-pyrazol-4-yl)-5-(5-(piperazin-1-yl)pyrazin-2-yl)quinazoline